C1=CC=C2C(=C1)N=NO2 AZABENZOXAZOLE